N,N-dimethyl-6-phenyl-5-(pyridin-4-yl)pyridazin-3-amine CN(C=1N=NC(=C(C1)C1=CC=NC=C1)C1=CC=CC=C1)C